C(C)(C)(C)OC(=O)N[C@@H](/C=C/C(=O)OC)[C@@H](C)O[Si](C)(C)C(C)(C)C methyl (2E,4S,5R)-4-[(tert-butoxycarbonyl)amino]-5-[(tert-butyldimethylsilyl) oxy]hex-2-enoate